3-Benzyloxy-6,7-dimethoxy-quinoline C(C1=CC=CC=C1)OC=1C=NC2=CC(=C(C=C2C1)OC)OC